1-((3-Chloro-4-(4-chloro-2-(5-fluoro-pyridin-2-yl)-1H-imidazol-5-yl)-phenyl)sulfonyl)azetidine-3-carboxylic acid ClC=1C=C(C=CC1C1=C(N=C(N1)C1=NC=C(C=C1)F)Cl)S(=O)(=O)N1CC(C1)C(=O)O